Octylacrylamide Acrylate Butylaminoethyl-Methacrylate C(CCC)NCCOC(C(=C)C)=O.C(C=C)(=O)O.C(CCCCCCC)C(C(=O)N)=C